C(C=CCCCC)[Si](OC)(OC)OC 2-heptenyltrimethoxysilane